C1(CCCCC1)N(S(=O)(=O)C1=CC=C(C=C1)C=O)C N-cyclohexyl-4-formyl-N-methylbenzene-1-sulfonamide